(S)-6-(4-chlorophenyl)-2-(1-methyl-1H-pyrazol-4-yl)-3-oxo-N-(1-(pyridin-3-yl)ethyl)-2,3-dihydropyridazine-4-carboxamide hydrochloride Cl.ClC1=CC=C(C=C1)C=1C=C(C(N(N1)C=1C=NN(C1)C)=O)C(=O)N[C@@H](C)C=1C=NC=CC1